BrC=1C=CC(=C(C=O)C1)OCC1=CC=C(C=C1)OC 5-bromo-2-((4-methoxybenzyl)oxy)benzaldehyde